7-((5-Chloro-3-(2,2,2-trifluoroethoxy)pyridin-2-yl)oxy)-N-(3-methyl-1,1-dioxidothietan-3-yl)-[1,2,4]triazolo[1,5-a]pyridine-2-carboxamide ClC=1C=C(C(=NC1)OC1=CC=2N(C=C1)N=C(N2)C(=O)NC2(CS(C2)(=O)=O)C)OCC(F)(F)F